Methyl 1-(5-(tert-butyl)-7-cyanobenzo[b]thiophen-2-yl)-1H-pyrazole-4-carboxylate C(C)(C)(C)C1=CC2=C(SC(=C2)N2N=CC(=C2)C(=O)OC)C(=C1)C#N